(2S,4R)-N-((4-carbamimidoylthiophen-2-yl)methyl)-4-(difluoromethoxy)-1-((4-(p-tolyloxy)benzoyl)glycyl)pyrrolidine-2-carboxamide C(N)(=N)C=1C=C(SC1)CNC(=O)[C@H]1N(C[C@@H](C1)OC(F)F)C(CNC(C1=CC=C(C=C1)OC1=CC=C(C=C1)C)=O)=O